ClC=1C=C2C(=NC1)N(C=C2C#N)C(=O)[O-] 5-chloro-3-cyano-1H-pyrrolo[2,3-b]pyridine-1-carboxylate